ClC=1SC(=C(N1)Cl)C(=O)O 2,4-dichloro-thiazole-5-carboxylic acid